C(C1=CC=CC=C1)OC1=C(C=C(C=C1[N+](=O)[O-])[C@@H](COC)N1C(N[C@@H](C1)C(F)(F)F)=O)F (S)-1-((S)-1-(4-(benzyloxy)-3-fluoro-5-nitrophenyl)-2-methoxyethyl)-4-(trifluoromethyl)imidazolidin-2-one